(S)-2-(6-Fluorobenzo[d]oxazol-2-yl)-6-methoxy-5-(pyridin-4-ylmethoxy)-1,2,3,4-tetrahydroisoquinoline-3-carboxylic acid FC1=CC2=C(N=C(O2)N2CC3=CC=C(C(=C3C[C@H]2C(=O)O)OCC2=CC=NC=C2)OC)C=C1